({5-[(1s,3r)-3-hydroxycyclopentyl]-2-(2-methylpropan-2-yl)pyrazol-3-yl}amino)-2,3-dihydro-1H-indene-1-carbonitrile O[C@H]1C[C@H](CC1)C=1C=C(N(N1)C(C)(C)C)NC1(CCC2=CC=CC=C12)C#N